CCC=C[Si](OCC)(OCC)CCC γ-methylpropenylpropyldiethoxysilane